FC(C)(F)C1=CC=CC(=N1)NC1=CC(=NC=C1C=1N=CN(C(C1)=O)C)NC(C)=O N-(4-((6-(1,1-difluoroethyl)pyridin-2-yl)amino)-5-(1-methyl-6-oxo-1,6-dihydropyrimidin-4-yl)pyridin-2-yl)acetamide